phenyl-γ-aminopropyltriethoxysilane C1(=CC=CC=C1)C(C)O[Si](OCC)(OCC)CCCN